p-methoxyphenyl formate C(=O)OC1=CC=C(C=C1)OC